aminobutyl-maleic acid NCCCC/C(/C(=O)O)=C/C(=O)O